(R)-6-(3-(imidazo[1,2-a]pyridin-3-yl)piperazin-1-yl)pyrimidine-2,4-diamine N=1C=C(N2C1C=CC=C2)[C@H]2CN(CCN2)C2=CC(=NC(=N2)N)N